C(CCC)C1(CS(C2=C(N(C1)C1=CC=CC=C1)C=C(C(=C2)O)OC)(=O)=O)CC 3-butyl-3-ethyl-8-hydroxy-7-methoxy-5-phenyl-2,3,4,5-tetrahydro-1,5-benzothiazepine 1,1-dioxide